Cl\C(=C/[C@@H]1C([C@@H]1C(=O)OCC=1C(=C(C=CC1)C1=CC=CC=C1)C)(C)C)\C(F)(F)F (2-methyl-[1,1'-biphenyl]-3-yl)methyl (1R,3R)-3-((Z)-2-chloro-3,3,3-trifluoroprop-1-en-1-yl)-2,2-dimethylcyclopropane-1-carboxylate